tert-butyl (1R,2R)-2-((S)-1-hydroxy-2-(tosyloxy)ethyl)cyclopropane-1-carboxylate O[C@H](COS(=O)(=O)C1=CC=C(C)C=C1)[C@H]1[C@@H](C1)C(=O)OC(C)(C)C